C(C=C)C1=CC(=C(C=C1)OC(CC(CCCC(C)C)C)=O)OC 4-allyl-2-methoxyphenyl-(E)-3,7-dimethyloctanoate